SC(C(SCCSCCS)CSCCS)S 7-Dimercaptomethyl-1,11-dimercapto-3,6,9-trithiaundecane